[Pd].BrC=1C=NC2=CN=CC=C2C1 3-BROMO-1,7-NAPHTHYRIDINE Palladium